isohexadecyl 3,4-dihydroxybenzoate OC=1C=C(C(=O)OCCCCCCCCCCCCCC(C)C)C=CC1O